CC1(C2=CC=CC=C2NC=2C=CC=CC12)C 9,9-dimethylacridin